PLUMBOL [PbH2]1C=CC=C1